ClC1=C(C=CC=C1Cl)C1=NNC2=NC(=CN=C21)N2CCC(CC2)(C(=O)N)C 1-(3-(2,3-dichlorophenyl)pyrazolo[3,4-b]pyrazin-6-yl)-4-methylpiperidine-4-carboxamide